C(C1=CC=CC=C1)NCC(C(C)C)O 1-(benzylamino)-3-methylbutan-2-ol